methyl cis-2-((2'-fluorobiphenyl-3-yl)methyl)-3-((methylsulfonyl)amino)piperidine-1-carboxylate FC1=C(C=CC=C1)C1=CC(=CC=C1)C[C@@H]1N(CCC[C@@H]1NS(=O)(=O)C)C(=O)OC